4-Methoxybenzyl (3-(((2-chloro-6-(difluoromethyl)quinazolin-4-yl)amino)methyl)oxetan-3-yl)carbamate ClC1=NC2=CC=C(C=C2C(=N1)NCC1(COC1)NC(OCC1=CC=C(C=C1)OC)=O)C(F)F